(3,5-difluorophenyl)gallium FC=1C=C(C=C(C1)F)[Ga]